beta-homoglutamine N[C@@H](CCC(N)=O)CC(=O)O